3-[3-(2-Chloro-6-methyl-4-pyridyl)-5-[[(3R)-3-piperidyl]amino]pyrazolo[1,5-a]pyrimidin-2-yl]benzonitrile ClC1=NC(=CC(=C1)C=1C(=NN2C1N=C(C=C2)N[C@H]2CNCCC2)C=2C=C(C#N)C=CC2)C